tert-butyl 4-[3-chloro-6-(3-formylphenyl)-2-quinolyl]piperazine-1-carboxylate ClC=1C(=NC2=CC=C(C=C2C1)C1=CC(=CC=C1)C=O)N1CCN(CC1)C(=O)OC(C)(C)C